ClC1=C(C=CC=C1)C1N(CC(C1)O)C=1N=CC(=NC1)C(=O)OC methyl 5-(2-(2-chlorophenyl)-4-hydroxypyrrolidin-1-yl)pyrazine-2-carboxylate